N-(4-aminopyridin-2-yl)-N-[3-(difluoromethyl)phenyl]acetamide NC1=CC(=NC=C1)N(C(C)=O)C1=CC(=CC=C1)C(F)F